S1C(=NC=C1)CC=O 2-(1,3-thiazol-2-yl)ethan-1-one